CC1=C(C=2C=CC=C3C2N1[C@@H](CO3)CN3CCOCC3)C(=O)C3=CC=CC1=CC=CC=C31 |r| (R)-(±)-[2,3-dihydro-5-methyl-3-(4-morpholinylmethyl)-pyrrolo[1,2,3-de]-1,4-benzoxazin-6-yl]-1-naphthalenyl-methanone